3-fluoro-4-methyl-pyridine FC=1C=NC=CC1C